butylsulfanyl sulfoxide C(CCC)S(=O)S